FC1=C(C=C(C=C1)F)C(\C(=C/N(C)C)\CC)=O (Z)-1-(2,5-Difluorophenyl)-3-(dimethyl-amino)-2-ethylprop-2-en-1-one